N1=C(C=CC=C1)N1C=NCC=C1 (pyridin-2-yl)-1,4-dihydropyrimidine